ClC1=NN2C(N=CC3=C2[C@@](C[C@@H]3C(=O)NC=3C=NC(=C(C3)Cl)N3N=CC=N3)(C=3C=NN(C3)C)C)=C1 (6S,8S)-2-chloro-N-(5-chloro-6-(2H-1,2,3-triazol-2-yl)pyridin-3-yl)-8-methyl-8-(1-methyl-1H-pyrazol-4-yl)-7,8-dihydro-6H-cyclopenta[e]pyrazolo[1,5-a]pyrimidine-6-carboxamide